C(=O)C1=CC=C(N=N1)CN1CCN(CC1)C(=O)OC(C)(C)C tert-butyl 4-[(6-formylpyridazin-3-yl)methyl]piperazine-1-carboxylate